5-bromo-2-hydroxyquinoline BrC1=C2C=CC(=NC2=CC=C1)O